C(CCC)OC=C(C)C1=CC(=CC=C1)C(=COC(COC)C)C 1-(1-butoxyprop-1-en-2-yl)-3-(1-((1-methoxypropan-2-yl)oxy)prop-1-en-2-yl)benzene